C(C1=CC=CC=C1)N(C1=NC=2N(C(=C1)C=1C=NNC1)N=C(C2)C(=O)NC2=CC=NC=C2)C 5-(benzyl(methyl)amino)-7-(1H-pyrazol-4-yl)-N-(pyridin-4-yl)pyrazolo[1,5-a]pyrimidine-2-carboxamide